4-(6-(Cyclohexylmethoxy)pyridin-2-yl)piperazine-1-carboxylic acid tert-butyl ester C(C)(C)(C)OC(=O)N1CCN(CC1)C1=NC(=CC=C1)OCC1CCCCC1